NCC(CN1N=CN(C1=O)C1=C(C=C(C=N1)C=1C=C2CN(C(NC2=CC1)=O)C)C)=C(F)F 6-[6-[1-[2-(aminomethyl)-3,3-difluoro-allyl]-5-oxo-1,2,4-triazol-4-yl]-5-methyl-3-pyridyl]-3-methyl-1,4-dihydroquinazolin-2-one